FC(C1CCC(CC1)C(=O)N1CCC(CC1)CN1C[C@@H](C([C@@H](C1)O)O)O)(F)F (4-(trifluoromethyl)cyclohexyl)(4-(((3s,4r,5r)-3,4,5-trihydroxypiperidin-1-yl)methyl)piperidin-1-yl)methanone